4,6-dihydro-1H,3H-thieno[3,4-c]furan-1,3-dione C1(OC(C2=C1CSC2)=O)=O